triethylene glycol 2-propylheptyl ether tert-butyl-6-hydroxy-7-nitro-3,4-dihydroisoquinoline-2(1H)-carboxylate C(C)(C)(C)C1N(CCC2=CC(=C(C=C12)[N+](=O)[O-])O)C(=O)OCCOCCOCCOCC(CCCCC)CCC